C1(=CC=CC=C1)NC=1C=CC=2C3(C4=CC=C(C=C4OC2C1)NC1=CC=CC=C1)NC(C1=CC=CC=C13)=O 3',6'-bis(phenylamino)spiro[isoindoline-1,9'-xanthen]-3-one